5-Bromo-N-(3-(5-(furan-2-yl)-1,3,4-oxadiazol-2-yl)phenyl)-2-propoxybenzamide BrC=1C=CC(=C(C(=O)NC2=CC(=CC=C2)C=2OC(=NN2)C=2OC=CC2)C1)OCCC